C12CN(CC(CC1)N2)C=2C1=C(N=C(N2)OCC2(CC2)CCN(C)C)CC(OC1)C1=CC(=CC2=CC=CC(=C12)C#C)O 4-(4-(3,8-diazabicyclo[3.2.1]octan-3-yl)-2-((1-((dimethylamino)ethyl)cyclopropyl)methoxy)-7,8-dihydro-5H-pyrano[4,3-d]pyrimidin-7-yl)-5-ethynylnaphthalen-2-ol